(E)-2-(3-(3-methoxy-4-(prop-2-yn-1-yloxy)phenyl)acrylamido)-N-(2-(pyridin-4-yl)ethyl)benzamide COC=1C=C(C=CC1OCC#C)/C=C/C(=O)NC1=C(C(=O)NCCC2=CC=NC=C2)C=CC=C1